C1(CC1)N1N=CC=C1C1C(CN(CC1)C(=O)OC(C)(C)C)(C)C tert-butyl 4-(1-cyclopropyl-1H-pyrazol-5-yl)-3,3-dimethylpiperidine-1-carboxylate